[3-(1-amino-4-methylphthalazin-6-yl)-4-ethylphenyl]boronic acid formic acid salt C(=O)O.NC1=NN=C(C2=CC(=CC=C12)C=1C=C(C=CC1CC)B(O)O)C